NCC#CC1=CC=C(C=C1)C1=CC=C(O1)C(=O)NCCCN 5-(4-(3-aminoprop-1-yn-1-yl)phenyl)-N-(3-aminopropyl)furan-2-carboxamide